IC=1C=C(C=C(C1)I)CNN 3,5-diiodophenylmethylhydrazine